1-(3-((4-(bis(4-chlorophenyl)methyl)-2-methylpiperazin-1-yl)methyl)-4-(trifluoromethyl)phenyl)-4-methyl-1,4-diazepan ClC1=CC=C(C=C1)C(N1CC(N(CC1)CC=1C=C(C=CC1C(F)(F)F)N1CCN(CCC1)C)C)C1=CC=C(C=C1)Cl